FC1=C(C=CC=C1)C=1C=C(C=NC1OC1=CC=C(C=C1)C(F)(F)F)C(=O)N[C@@H](CO)C 5-(2-fluorophenyl)-N-[(2R)-1-hydroxypropan-2-yl]-6-[4-(trifluoromethyl)phenoxy]pyridine-3-carboxamide